(R)-8-(8-((5,6,7,8-tetrahydroquinolin-4-yl)thio)imidazo[1,2-c]pyrimidin-5-yl)-8-azaspiro[4.5]decan-1-amine N1=CC=C(C=2CCCCC12)SC=1C=2N(C(=NC1)N1CCC3(CCC[C@H]3N)CC1)C=CN2